C(C)(=O)C1=CC(=C2C=C(C=CN12)OC)C(=O)NC1=C(C(=CC(=C1)Cl)C=1C=NN(C1)C)F 3-acetyl-N-(5-chloro-2-fluoro-3-(1-methyl-1H-pyrazol-4-yl)phenyl)-7-methoxyindolizine-1-carboxamide